CC=1C=C(C=CC1)SSC1=CC(=CC=C1)C Bis(3-methylphenyl)disulfide